(3R)-3-((4-(benzo[d]thiazol-6-ylamino)-7-bromoquinazolin-5-yl)oxy)-2-(chloromethyl)butan-1-ol S1C=NC2=C1C=C(C=C2)NC2=NC=NC1=CC(=CC(=C21)O[C@@H](C(CO)CCl)C)Br